N1N=C(N=C1)C1=C2C(=NC=C1)N(N=C2CN)C2=CC=C(C=C2)OC(F)(F)F (4-(1H-1,2,4-triazol-3-yl)-1-(4-(trifluoromethoxy)phenyl)-1H-pyrazolo[3,4-b]pyridin-3-yl)methanamine